N[C@@H]1C[C@H](CC1)NC1=NC=C(C(=N1)C1=CNC2=NC(=CC=C21)C#N)C(F)(F)F 3-(2-{[(1S,3S)-3-aminocyclopentyl]amino}-5-(trifluoromethyl)pyrimidin-4-yl)-1H-pyrrolo[2,3-b]pyridine-6-carbonitrile